C(C)(C)(C)OC(=O)N1CCC2(CC(C2)=CC=2C(=NOC2C2CC2)C2=C(C=CC=C2)C(F)(F)F)CC1.C1(=CC=CC=C1)C=1C=C(C=CC1O)C1(C2=CC=CC=C2C=2C=CC=CC12)C1=CC(=C(C=C1)O)C1=CC=CC=C1 9,9-bis[3-phenyl-4-hydroxyphenyl]fluorene tert-Butyl-2-((5-cyclopropyl-3-(2-(trifluoromethyl)phenyl)isoxazol-4-yl)methylene)-7-azaspiro[3.5]nonane-7-carboxylate